FC(C1=CC=C(C=C1)/C=C/C1CN(C1)C(=O)OC(C)(C)C)(F)F tert-butyl 3-[(E)-2-[4-(trifluoromethyl)phenyl]ethenyl]azetidine-1-carboxylate